3-((6-chloro-4-(trifluoromethyl)pyridazin-3-yl)amino)-1-methylcyclobutan-1-ol ClC1=CC(=C(N=N1)NC1CC(C1)(O)C)C(F)(F)F